CC1=CC(OC2=CC(=CC=C12)OCCCC(=O)O)=O 4-((4-methyl-2-oxo-2H-chromen-7-yl)oxy)butanoic acid